ClC1=C(C(=NN1C(C(=O)OC)(C)C)C)[N+](=O)[O-] methyl 2-(5-chloro-3-methyl-4-nitro-1H-pyrazol-1-yl)-2-methylpropanoate